6-(1-(difluoromethyl)cyclopropyl)-4-hydroxy-2-methylpyrido[4,3-d]pyrimidin-7(6H)-one FC(C1(CC1)N1C=C2C(N=C(N=C2O)C)=CC1=O)F